rac-tert-butyl (3aR,7aR)-5-[2-(trifluoromethyl)pyridin-4-yl]-octahydro-1H-pyrrolo[3,4-c]pyridine-2-carboxylate FC(C1=NC=CC(=C1)N1C[C@H]2[C@@H](CC1)CN(C2)C(=O)OC(C)(C)C)(F)F |r|